6-(2,6-difluoro-4-(5-fluoro-2-methyl-2H-indazol-4-yl)benzyl)-6,7-dihydro-5H-pyrrolo[3,4-b]pyridin-5-one-7,7-d2 FC1=C(CN2C(C3=NC=CC=C3C2=O)([2H])[2H])C(=CC(=C1)C=1C2=CN(N=C2C=CC1F)C)F